N-((1R,3s,5S)-8-(4-chlorobenzyl)-8-azabicyclo[3.2.1]octan-3-yl)-1H-indole-6-carboxamide ClC1=CC=C(CN2[C@H]3CC(C[C@@H]2CC3)NC(=O)C3=CC=C2C=CNC2=C3)C=C1